capryloyl-glutamine C(CCCCCCC)(=O)N[C@@H](CCC(N)=O)C(=O)O